N,3-dimethyl-4,5,6,7-tetrahydro-2-benzothiophen-5-amine CNC1CC=2C(=CSC2C)CC1